14-(4-Hydroxybutyl)-6,6-dimethyl-4-undecyl-3,5,7-trioxa-14-aza-6-silaeicosan-20-yl-2-hexyl decanoate C(CCCCCCCCC)(=O)OC(CCCCCCCN(CCCCCCO[Si](OC(OCC)CCCCCCCCCCC)(C)C)CCCCO)CCCC